methyl (1s,4r,5s)-2-(4-(2,6-bis(benzyloxy) pyridin-3-yl)-2-fluorophenyl)-2-azabicyclo[2.2.1]heptane-5-carboxylate C(C1=CC=CC=C1)OC1=NC(=CC=C1C1=CC(=C(C=C1)N1[C@@H]2C[C@@H]([C@H](C1)C2)C(=O)OC)F)OCC2=CC=CC=C2